1-(2-Hydroxy-1H-inden-3-yl)-2-methoxyphenyl-1-ethanone OC=1CC2=CC=CC=C2C1C1(C(C=CC=C1)OC)C(C)=O